BrC1=CC(=C(C=C1)NC1=C(C2=C(CCO2)C=C1C(=O)NOCCC=C)F)F 6-((4-Bromo-2-fluorophenyl)amino)-7-fluoro-N-(2-(vinyl)ethoxy)-2,3-dihydrobenzofuran-5-carboxamide